F[C@@H]1[C@@H](C1)NC(=O)C1=CN=C2N1N=C(C=C2NC)NC=2C(N(C=CC2)C2CCC(CC2)OC)=O N-((1R,2S)-2-fluorocyclopropyl)-6-((1-((1r,4r)-4-methoxycyclohexyl)-2-oxo-1,2-dihydropyridin-3-yl)amino)-8-(methylamino)imidazo[1,2-b]pyridazine-3-carboxamide